4-amino-N'-(cyclopropanecarbonyl)-N',1-bis(methyl-d3)-N-((5-(trifluoromethyl)pyridin-2-yl)methyl)-1H-pyrazolo[4,3-c]quinoline-8-carbohydrazide NC1=NC=2C=CC(=CC2C2=C1C=NN2C([2H])([2H])[2H])C(=O)N(N(C([2H])([2H])[2H])C(=O)C2CC2)CC2=NC=C(C=C2)C(F)(F)F